(R)-(1-(3-(3-(2-cyano-2-(5-(trifluoromethyl)pyridin-2-yl)vinyl)phenoxy)propanamido)-2-phenylethyl)boronic acid C(#N)C(=CC=1C=C(OCCC(=O)N[C@@H](CC2=CC=CC=C2)B(O)O)C=CC1)C1=NC=C(C=C1)C(F)(F)F